2-[(3-morpholinosulfonyl-6-sulfamoyl-4-quinolyl)amino]benzoic acid O1CCN(CC1)S(=O)(=O)C=1C=NC2=CC=C(C=C2C1NC1=C(C(=O)O)C=CC=C1)S(N)(=O)=O